N1N=CC(=C1)C1=CC=C(C=C1)NC1=NC(=NC=C1)N1C[C@H](CC1)N (S)-N-(4-(1H-pyrazol-4-yl)phenyl)-2-(3-aminopyrrolidin-1-yl)pyrimidin-4-amine